ethyl p-benzenesulfonate C1=CC=C(C=C1)S(=O)(=O)OCC